C1(=CC=C(C=C1)CC(=O)OCC)CC(=O)OCC diethyl 1,4-benzenediacetate